COCOC1=CC=C(C=C1)C=1N=NN(C1)C 4-(4-(methoxymethoxy)phenyl)-1-methyl-1H-1,2,3-triazole